(S)-5-(benzyloxy)-6-methoxy-2-(6-(tri-fluoromethyl)benzo[d]oxazol-2-yl)-1,2,3,4-tetrahydroisoquinoline-3-carboxylic acid C(C1=CC=CC=C1)OC1=C2C[C@H](N(CC2=CC=C1OC)C=1OC2=C(N1)C=CC(=C2)C(F)(F)F)C(=O)O